C(C)OC1=NC=C(C=N1)C1=CC=C(C(=N1)OC)NC(=O)C1=C(N=NN1C1=CC=CC=C1)C N-(6-(2-Ethoxypyrimidin-5-yl)-2-methoxypyridin-3-yl)-4-methyl-1-phenyl-1H-1,2,3-triazole-5-carboxamide